N-(3-hydroxypropyl)-2-thioxo-1,2-dihydropyridine-3-carboxamide OCCCNC(=O)C=1C(NC=CC1)=S